FC1=CC=CC(=N1)C=1NC2=CC=C(C=C2C1C)CNC(=O)C=1C(=NC=NC1)C N-[[2-(6-fluoro-2-pyridinyl)-3-methyl-1H-indol-5-yl]methyl]-4-methyl-pyrimidine-5-carboxamide